ethyl 2-oxo-2-(2-thienyl)acetate O=C(C(=O)OCC)C=1SC=CC1